O[C@@H]1CNCC1 (2S,3S)-3-hydroxypyrrolidine